ClC1=C2C(=C(N=CC2=C(N=C1C)N1CC2CCC(C1)N2)C2=CC(=CC1=CC=C(C(=C21)C#C)F)O)F 4-[5-chloro-8-(3,8-diazabicyclo[3.2.1]octan-3-yl)-4-fluoro-6-methyl-2,7-naphthyridin-3-yl]-5-ethynyl-6-fluoro-naphthalen-2-ol